N,N-bis(4-methoxybenzyl)pyridin-2-amine-5-d COC1=CC=C(CN(C2=NC=C(C=C2)[2H])CC2=CC=C(C=C2)OC)C=C1